FC(C1=CC=C(C=N1)C1CC2(CN(C2)C=O)C1)(F)F [6-[6-(trifluoromethyl)-3-pyridyl]-2-azaspiro[3.3]heptan-2-yl]methanone